P(OC[C@H]1O[C@H]([C@@H]([C@@H]1NC(C1=CC=CC=C1)(C1=CC=CC=C1)C1=CC=CC=C1)O[Si](C)(C)C(C)(C)C)N1C2=NC=NC(=C2N=C1)NC(C1=CC=CC=C1)=O)(OCCC#N)=O ((2S,3R,4R,5R)-5-(6-benzamido-9H-purin-9-yl)-4-((tert-butyldimethylsilyl)oxy)-3-(tritylamino)tetrahydrofuran-2-yl)methyl (2-cyanoethyl) phosphonate